indium (III) ethylbutyrate C(C)OC(CCC)=O.[In+3]